BrC=1C=C(C=C(C1)N1CCOCCC1)C1(COCC1)O 3-(3-bromo-5-(1,4-oxaazepan-4-yl)phenyl)tetrahydrofuran-3-ol